FC(C=1C=C(C=CC1)N1CCN(CC1)S(=O)(=O)C1=CC=C(N)C=C1)(F)F 4-[4-[3-(trifluoromethyl)phenyl]-piperazin-1-yl]sulfonylaniline